O[C@]1([C@H](COC1)OC1=NN(C=C1NC=1N=CC2=C(N1)N(C(=C2)C#N)[C@H](COC)C)C([2H])([2H])[2H])C 2-((3-(((3S,4R)-4-hydroxy-4-methyltetrahydrofuran-3-yl)oxy)-1-(methyl-d3)-1H-pyrazol-4-yl)amino)-7-((S)-1-methoxypropan-2-yl)-7H-pyrrolo[2,3-d]pyrimidine-6-carbonitrile